tert-Butyl 2-acrylamido-3-(benzo[d]thiazol-2-yl)-4,7-dihydrothieno[2,3-c]pyridine-6(5H)-carboxylate C(C=C)(=O)NC1=C(C2=C(CN(CC2)C(=O)OC(C)(C)C)S1)C=1SC2=C(N1)C=CC=C2